racemic-tert-butyl (1S,2R,3R,5R)-3-[benzyl(methyl)amino]-2-fluoro-8-azabicyclo[3.2.1]octane-8-carboxylate C(C1=CC=CC=C1)N([C@H]1[C@H]([C@@H]2CC[C@H](C1)N2C(=O)OC(C)(C)C)F)C |r|